5-chloro-2,4-difluoro-3-methylpyridine ClC=1C(=C(C(=NC1)F)C)F